C1(CCCCCCCCCCCCCC1)=O CYCLOPENTADECANONE